N1-((3-(4-fluorophenethyl)-1H-pyrazol-4-yl)methyl)-N1-methylethane-1,2-diamine FC1=CC=C(CCC2=NNC=C2CN(CCN)C)C=C1